(R)-1-(3-fluoro-5-methoxypyridin-2-yl)-3-(oxetan-3-yl)-4-(4-(trifluoromethyl)benzyl)piperazine-2,5-dione FC=1C(=NC=C(C1)OC)N1C([C@H](N(C(C1)=O)CC1=CC=C(C=C1)C(F)(F)F)C1COC1)=O